C(C(C)C)(=O)O.CC(CO)(C(C(C)C)O)C 2,2,4-trimethyl-pentane-1,3-diol monoisobutyrate